4-chloro-2-methyl-1H-pyrrol ClC=1C=C(NC1)C